Cl[C@@H](C)C1N(C=2C(=NC(=CC2)C(=O)[O-])N1)C[C@H]1OCC1 2-((S)-1-chloroethyl)-1-(((S)-oxetan-2-yl)methyl)-3H-imidazo[4,5-b]pyridine-5-carboxylate